NN=C(N(N)N)N.[N] nitrogen triaminoguanidine